OP(O)(=O)OP(=O)(O)O.CC1=C(C(=CC=C1)C)C1=C(C=CC=C1)C1=CC=CC=C1 (2,6-dimethylphenyl) biphenyl-diphosphate